FC1(CC(C1)N1C(C(=CC2=C1N=C(N=C2)NC2=CC=C(C=C2)OCCN(C)C)N2CCN(C1=C(C=CC=C21)C)C(=O)OC(C)(C)C)=O)F tert-butyl 4-[8-(3,3-difluorocyclobutyl)-2-[4-[2-(dimethylamino) ethoxy] anilino]-7-oxo-pyrido[2,3-d]pyrimidin-6-yl]-8-methyl-2,3-dihydroquinoxaline-1-carboxylate